4'-[2-(4-aminophenoxy)ethoxy]-[1,1'-biphenyl]-4-amine NC1=CC=C(OCCOC2=CC=C(C=C2)C2=CC=C(C=C2)N)C=C1